FC(C)(F)C=1C=C(C=CC1)C=1C=C2C(=NC1)C=NN2CC=2C=NC=C(C2)F 6-[3-(1,1-Difluoroethyl)phenyl]-1-[(5-fluoro-3-pyridyl)methyl]pyrazolo[4,3-b]pyridine